trans-N-(4-Fluoro-3-methylphenyl)-2-methyl-8-(2-methyltetrahydrofuran-2-carbonyl)-5,5a,6,7,8,9,9a,10-octahydro-2H-pyrido[4,3-f]pyrrolo[3,4-b][1,4,5]oxathiazocin-1-carboxamid-4,4-dioxid FC1=C(C=C(C=C1)NC(=O)C=1N(C=C2C1OC[C@H]1[C@H](NS2(=O)=O)CCN(C1)C(=O)C1(OCCC1)C)C)C